C1(CCCCC1)NC(NCCCCC(B(O)O)NC(=O)C1N(CCC1)C(C(CC1CCCCC1)NC(=O)C1=CC2=CC=CC=C2C=C1)=O)=O 1-{3-cyclohexyl-2-[(naphthalene-2-carbonyl)-amino]-propionyl}-pyrrolidine-2-carboxylic acid [5-(3-cyclohexyl-ureido)-1-dihydroxyboranyl-pentyl] amide